OCC(C(=O)N[C@@H](CCOC1CC(C1)CCC1=NC=2NCCCC2C=C1)C(=O)O)C1=CC=CC=C1 N-(3-hydroxy-2-phenylpropionyl)-O-(3-(2-(5,6,7,8-tetrahydro-1,8-naphthyridin-2-yl)ethyl)cyclobutyl)homoserine